5-(tert-butoxycarbonylamino)pentyl 4-methylbenzenesulfonate CC1=CC=C(C=C1)S(=O)(=O)OCCCCCNC(=O)OC(C)(C)C